2-Fluoro-5-((6-fluoro-4-(methylsulfanyl)-1H-indol-5-yl)oxy)benzonitrile FC1=C(C#N)C=C(C=C1)OC=1C(=C2C=CNC2=CC1F)SC